N1=CCN2C1=C1C(C=C2)=CCCO1 8,9-dihydro-pyrano(2,3-c)-imidazo(1,2-a)pyridine